(R)-7-(1-(4-Amino-3-(3-fluoro-4-isopropoxyphenyl)-1H-pyrazolo[3,4-d]pyrimidin-1-yl)ethyl)-3-methyl-6-phenyl-5H-thiazolo[3,2-a]pyridin-5-one NC1=C2C(=NC=N1)N(N=C2C2=CC(=C(C=C2)OC(C)C)F)[C@H](C)C=2C=C1N(C(C2C2=CC=CC=C2)=O)C(=CS1)C